2-amino-6-borono-2-(2-(2-(3-(3-methoxyphenyl)ureido)ethoxy)ethyl)hexanoic acid NC(C(=O)O)(CCCCB(O)O)CCOCCNC(=O)NC1=CC(=CC=C1)OC